2-amino-propylphosphonic acid NC(CP(O)(O)=O)C